ClC=1C=C(C=CC1)NC(=O)NCC1=CC(=NC=C1)OCC(CF)F 1-(3-chlorophenyl)-3-[[2-(2,3-difluoropropoxy)pyridin-4-yl]methyl]urea